1-((R)-2-(4-(N-(tert-butyl)sulfamoyl)benzamido)-3-cyclohexylpropanoyl)-4-(5-(2-hydroxypropan-2-yl)-1H-1,2,3-triazol-1-yl)pyrrolidine-2-carboxamide C(C)(C)(C)NS(=O)(=O)C1=CC=C(C(=O)N[C@@H](C(=O)N2C(CC(C2)N2N=NC=C2C(C)(C)O)C(=O)N)CC2CCCCC2)C=C1